5-[5-[(1R)-1-(3,5-dimethylpyridazin-4-yl)ethoxy]-1H-indazol-3-yl]-3-fluoro-2-methoxy-benzonitrile CC=1N=NC=C(C1[C@@H](C)OC=1C=C2C(=NNC2=CC1)C=1C=C(C(=C(C#N)C1)OC)F)C